3-(2-(((1-(4-((5-chloro-4-((2-(isopropylsulfonyl)phenyl)amino)pyrimidin-2-yl)amino)-5-isopropoxy-2-methylphenyl)piperidin-4-yl)(methyl)amino)methyl)phenyl)piperidine-2,6-dione ClC=1C(=NC(=NC1)NC1=CC(=C(C=C1OC(C)C)N1CCC(CC1)N(C)CC1=C(C=CC=C1)C1C(NC(CC1)=O)=O)C)NC1=C(C=CC=C1)S(=O)(=O)C(C)C